BrC=1CCCC2=C(C1C=1C=NC(=CC1)O[C@@H]1CN(CC1)CCCF)C=CC(=C2)OC(C(C)(C)C)=O (S)-pivalic acid 8-bromo-9-(6-((1-(3-fluoropropyl) pyrrolidin-3-yl) oxy) pyridin-3-yl)-6,7-dihydro-5H-benzo[7]annulen-3-yl ester